5-[2-(1,1-Difluoroethyl)-5-methyl-imidazo[4,5-b]pyridin-3-yl]indolin FC(C)(F)C1=NC=2C(=NC(=CC2)C)N1C=1C=C2CCNC2=CC1